C(#N)C(COOCC)NC(C1=CC(=CC=C1)C)=O N-(1-cyano-2-ethylperoxyethyl)-3-methylbenzamide